tert-Butyl (3R)-3-[1-(benzyloxymethyl)-1-[(3-bromophenyl)methyl]-2-methoxy-2-oxo-ethyl]pyrrolidine-1-carboxylate C(C1=CC=CC=C1)OCC(C(=O)OC)(CC1=CC(=CC=C1)Br)[C@@H]1CN(CC1)C(=O)OC(C)(C)C